C(CCCCCCCC)(=O)O.C(CCCCCCCC)(=O)O.C(CCCCCCCC)(=O)O.C(O)C(CC)(CO)CO trimethylolpropane trisnonanoate